2,4-dichloro-5-benzoyl-7-trimethylsilylethoxymethyl-7H-pyrrolo[2,3-d]pyrimidine ClC=1N=C(C2=C(N1)N(C=C2C(C2=CC=CC=C2)=O)COCC[Si](C)(C)C)Cl